6-fluoro-5-(2-hydroxyphenyl)indoline-2,3-dione FC1=C(C=C2C(C(NC2=C1)=O)=O)C1=C(C=CC=C1)O